tetraethyl-diazapyrrole C(C)C1(C(N=NN1)(CC)CC)CC